N'-(2-chloro-4-(3-ethoxyoxetan-3-yl)-5-methylphenyl)-N-ethyl-N-methylformimidamide ClC1=C(C=C(C(=C1)C1(COC1)OCC)C)N=CN(C)CC